O1C(CCCCC1)CC(=O)O 2-(oxepan-2-yl)acetic acid